(S)-1-(3-(4-((7-fluorobenzo[d]isothiazol-6-yl)amino)quinazolin-6-yl)piperidin-1-yl)prop-2-en-1-one FC1=C(C=CC=2C=NSC21)NC2=NC=NC1=CC=C(C=C21)[C@H]2CN(CCC2)C(C=C)=O